N-(2,3,5,6-tetrafluoro-4-(trifluoromethyl)phenyl)-4-(tetrahydro-2H-pyran-4-yl)butanamide Phenyl-Ethyl-IsoButyrate C1(=CC=CC=C1)CC(C(=O)O)(C)CC.FC1=C(C(=C(C(=C1F)C(F)(F)F)F)F)NC(CCCC1CCOCC1)=O